ClC=1C=CC(=C(C1)CC=O)C1CC1 2-(5-chloro-2-cyclopropylphenyl)acetaldehyde